6-amino-8-(3-methoxyphenyl)-8H-[1,3]dioxolo[4,5-g]chromene-7-carbonitrile NC=1OC=2C=C3C(=CC2C(C1C#N)C1=CC(=CC=C1)OC)OCO3